3-iodo-4-methoxybenzoyl chloride IC=1C=C(C(=O)Cl)C=CC1OC